tert-butyl (S)-((6-(2-chloro-3-(3-chloro-2-(2-formyl-8-methoxyimidazo[1,2-a]pyridin-6-yl)pyridin-4-yl)phenyl)-2-methoxypyridin-3-yl)methyl)((5-oxopyrrolidin-2-yl)methyl)carbamate ClC1=C(C=CC=C1C1=C(C(=NC=C1)C=1C=C(C=2N(C1)C=C(N2)C=O)OC)Cl)C2=CC=C(C(=N2)OC)CN(C(OC(C)(C)C)=O)C[C@H]2NC(CC2)=O